CC=1C=C2C=3CCC[C@@H](C3NC2=CC1)N[C@@H](C)C1=CC=CC=C1 (S)-6-methyl-N-((S)-1-phenylethyl)-2,3,4,9-tetrahydro-1H-carbazol-1-amine